5-(5-(1-methylcyclohexyloxycarbonyl)naphthyl)-7-oxo-bicyclo[2.2.1]Hept-2-ene CC1(CCCCC1)OC(=O)C1=C2C=CC=C(C2=CC=C1)C1C2C=CC(C1)C2=O